ClC=1C=CC(=C(C1)C1CC(C1)NC(=O)C=1N=NNC1)C#N N-(3-(5-chloro-2-cyanophenyl)cyclobutyl)-1H-1,2,3-triazole-4-carboxamide